ClC1=C(OCC=2C=C(C=CC2OC)/C=C/C(=O)C2=CC=C(C=C2)O)C(=CC=C1)Cl (E)-3-[3-[(2,6-Dichlorophenoxy)methyl]-4-methoxyphenyl]-1-(4-hydroxyphenyl)prop-2-en-1-one